pyrrolo[1,2-a]quinoxaline-7-carboxylic acid C1=CC=C2N1C1=CC=C(C=C1N=C2)C(=O)O